1-(2-bromo-3-hydroxy-5-methoxymethylphenyl)-3-(furan-2-yl)-(2E)-2-propen-1-one BrC1=C(C=C(C=C1O)COC)C(\C=C\C=1OC=CC1)=O